N-(1-(3-chloro-4-fluorophenyl)-3,5-dimethyl-1H-pyrazol-4-yl)methyl-cyclopropylpiperidin-4-amine ClC=1C=C(C=CC1F)N1N=C(C(=C1C)CNC1CCN(CC1)C1CC1)C